bis(trimethoxysilylpropyl)-amine CO[Si](OC)(OC)CCCNCCC[Si](OC)(OC)OC